(S)-4-cyano-4-methylisochromane-6-carboxylic acid C(#N)[C@]1(COCC2=CC=C(C=C12)C(=O)O)C